methyl (2R,3R)-2-((1-(2-(((benzyloxy)carbonyl)amino)ethyl)cyclobutyl)methyl)-3-((tert-butoxycarbonyl)amino)butanoate C(C1=CC=CC=C1)OC(=O)NCCC1(CCC1)C[C@@H](C(=O)OC)[C@@H](C)NC(=O)OC(C)(C)C